ClC=1C(=C(C(=O)OC)C=CC1F)C methyl 3-chloro-4-fluoro-2-methylbenzoate